CN(C1=CC=C(C=C1)CCC(=O)NC1=C(C=CC(=C1)F)C(=O)N1CCC(CC1)OC1=NC=C(C=C1)C1=CC=C(C=C1)N(C)C)C 3-(4-(dimethylamino)phenyl)-N-(2-(4-((5-(4-(dimethylamino)phenyl)pyridin-2-yl)oxy)piperidine-1-carbonyl)-5-fluorophenyl)propanamide